2-iodo-4-Methylpyridine IC1=NC=CC(=C1)C